OC(=O)C(F)(F)F.C1N(CC2C1CNC2)C2=NC=C(C(=N2)OC)C(=O)N 2-(hexahydropyrrolo[3,4-c]pyrrol-2(1H)-yl)-4-methoxypyrimidine-5-carboxamide TFA salt